CC1=C(C=CC(=C1)C)N1N=C(C=2C=NC=3C=CC(=CC3C21)C)C2=CC(=C(C=C2)O)OC 4-[1-(2,4-dimethylphenyl)-8-methyl-pyrazolo[4,3-c]quinolin-3-yl]-2-methoxy-phenol